C(C)(C)(C)OC(=O)N[C@H](CC(=O)O)C (3S)-3-(t-butoxycarbonylamino)butanoic acid